6-(cyclopropylformamido)-N-methylpyridazine-3-carboxamide C1(CC1)C(=O)NC1=CC=C(N=N1)C(=O)NC